C[C@H]1CN(C[C@@H](N1)C)C=1C=2N(C(=CC1)C(=O)NC1=CC3=CN(N=C3C=C1OC)C)N=C(C2)OC 4-[(3S,5S)-3,5-dimethylpiperazin-1-yl]-2-methoxy-N-(6-methoxy-2-methyl-indazol-5-yl)pyrazolo[1,5-a]pyridine-7-carboxamide